CC=1C=C(C=2N(C(C=C(N2)N2CCOCC2)=O)C1)[C@@H](C)NC1=C(C(=O)O)C=CC=C1 2-[(1R)-1-(7-methyl-2-(morpholin-4-yl)-4-oxo-4H-pyrido[1,2-a]pyrimidin-9-yl)ethylamino]benzoic acid